N-(5-((4-(8-fluoro-2-oxo-5,6-dihydro-4H-imidazo[4,5,1-ij]quinolin-1(2H)-yl)pyrimidin-2-yl)amino)-4-methoxy-2-(3-(3-methoxypyrrolidin-1-yl)azetidin-1-yl)phenyl)acrylamide FC=1C=C2CCCN3C2=C(C1)N(C3=O)C3=NC(=NC=C3)NC=3C(=CC(=C(C3)NC(C=C)=O)N3CC(C3)N3CC(CC3)OC)OC